NC[C@]1(OC2=C([C@H]1O)C(=C(C=C2)Cl)C2=C(C(=O)N)C=CC(=C2F)OC)C2=C(C=CC=C2)OC(F)(F)F 2-((2R,3R,4R)-2-(Aminomethyl)-5-chloro-3-hydroxy-2-(2-(trifluoromethoxy)phenyl)-2,3-dihydrobenzofuran-4-yl)-3-fluoro-4-methoxybenzamide